NC1(NN(C=C1C#N)C)N1C(=CC2=C1N=C(S2)C)C(=O)N (3-amino-4-cyano-1-methyl-3-pyrazolyl)-2-methyl-4H-pyrrolo[2,3-d]thiazole-5-carboxamide